(S)-3-cyclohexyl-2-(1H-indole-2-carboxamido)propanoic acid C1(CCCCC1)C[C@@H](C(=O)O)NC(=O)C=1NC2=CC=CC=C2C1